CNCCOC1=CC=C(C=C1)C1=NC=CC(=C1)C=1C(=NNC1)C1=NC(=CC=C1)C N-methyl-2-(4-(4-(3-(6-methylpyridin-2-yl)-1H-pyrazol-4-yl)pyridin-2-yl)phenoxy)ethane-1-amine